CN1N=C2N=CC(=CC2=C1)C1=C2C(=NC(=C1)C1=CC=3C(N=C1)=NN(C3)C)SC(=C2)[C@@H](C)O (1R)-1-(4,6-bis(2-methyl-2H-pyrazolo[3,4-b]pyridin-5-yl)thieno[2,3-b]pyridin-2-yl)ethanol